pyrenol C1=CC2=C3C(=C1)C=CC4=C(C=CC(=C43)C=C2)O